C(=S)=C1NC(C=2NC=NC2N1CC1=C(C=CC=C1)[C@@H]1NCC[C@@H](C1)C(F)(F)F)=O |r| Rac-2-thiocarbonyl-3-(2-((2R,4S)-4-(trifluoromethyl)piperidin-2-yl)benzyl)-1,2,3,7-tetrahydro-6H-purin-6-one